C(C)(C)(C)[Si](C1=CC=CC=C1)(C1=CC=CC=C1)O[C@@H]1C[C@@H](C1)COC1=C(C=C(C=C1)Cl)F Tert-butyl-((cis-3-((4-chloro-2-fluorophenoxy)methyl)cyclobutyl)oxy)diphenylsilane